N-(2-amino-5-methylpyridin-3-yl)-2-oxo-2-(2-phenylpiperidin-1-yl)Acetamide NC1=NC=C(C=C1NC(C(N1C(CCCC1)C1=CC=CC=C1)=O)=O)C